2-(9-benzyl-6-(1-methyl-cyclopropoxy)-9H-purin-8-yl)-5-(2-(4-methylpiperazin-1-yl)ethoxy)benzonitrile C(C1=CC=CC=C1)N1C2=NC=NC(=C2N=C1C1=C(C#N)C=C(C=C1)OCCN1CCN(CC1)C)OC1(CC1)C